C(C)(C)(C)NC(OC1=NC=C(C=N1)Cl)=O 5-chloropyrimidin-2-yl (tert-butyl carbamate)